C1(CC1)C=1C=C(C(=O)N=C2NCCN2)C=CC1NC1=C(C=CC=C1)C(NCCC(C)C)=O 3-cyclopropyl-N-[(2E)-imidazolidin-2-ylidene]-4-({2-[(3-methylbutyl)carbamoyl]phenyl}amino)benzamide